diethanolamine bisulfate S(O)(O)(=O)=O.N(CCO)CCO